4,4'-trimethylenedipiperidinedicarboxylic acid N1(C(CC(CC1)CCCC1CC(N(CC1)C(=O)O)C(=O)O)C(=O)O)C(=O)O